7-benzylsulfanyl-4-chloro-2-methyl-indazole C(C1=CC=CC=C1)SC1=CC=C(C2=CN(N=C12)C)Cl